4-bromo-2,6-bis(trideuteriomethoxy)-N-(2,2,2-trifluoroethyl)benzamide BrC1=CC(=C(C(=O)NCC(F)(F)F)C(=C1)OC([2H])([2H])[2H])OC([2H])([2H])[2H]